4-(2,6-difluoro-4-nitrophenoxy)-3-(3-fluorophenyl)-1-{[2-(trimethylsilyl)ethoxy]methyl}-1H-pyrrolo[2,3-b]pyridine FC1=C(OC2=C3C(=NC=C2)N(C=C3C3=CC(=CC=C3)F)COCC[Si](C)(C)C)C(=CC(=C1)[N+](=O)[O-])F